(R)-2-((1-(2-cyano-3-(4-(4-fluorophenyl)piperazin-1-yl)-7-methylquinoxalin-5-yl)ethyl)amino)benzoic acid C(#N)C1=NC2=CC(=CC(=C2N=C1N1CCN(CC1)C1=CC=C(C=C1)F)[C@@H](C)NC1=C(C(=O)O)C=CC=C1)C